(S)-4,4-difluoro-7-((3-methoxyazetidin-1-yl)methyl)-2-(1H-pyrazol-4-yl)-4,5,7,8-tetrahydro-3H-1-thia-5a,8-diazabenzo[cd]azulen-9(6H)-one FC1(CN2C=3C(=C(SC3C(N[C@H](C2)CN2CC(C2)OC)=O)C=2C=NNC2)C1)F